OC(C)C1=CC=2N(C(C(=C(N2)C(F)(F)F)C2=CC=C(C=C2)OCC(F)(F)F)=O)C=C1 8-(1-hydroxyethyl)-3-(4-(2,2,2-trifluoroethoxy)phenyl)-2-(trifluoromethyl)-4H-pyrido[1,2-a]pyrimidin-4-one